1-cyclopentyl-3-methyl-7-(4-((4-(methylsulfonyl)piperidin-1-yl)methyl)phenyl)-8-phenyl-3,6-dihydroimidazo[4,5-d]pyrrolo[2,3-b]pyridin-2(1H)-one C1(CCCC1)N1C(N(C=2C1=C1C(=NC2)NC(=C1C1=CC=CC=C1)C1=CC=C(C=C1)CN1CCC(CC1)S(=O)(=O)C)C)=O